(S)-1-(1-(benzo[d][1,3]dioxol-5-yl)ethyl)-4-tosylpiperazine O1COC2=C1C=CC(=C2)[C@H](C)N2CCN(CC2)S(=O)(=O)C2=CC=C(C)C=C2